4-{[6-(5-chloro-2-fluorophenyl)pyridazin-4-yl]Amino}quinoline-7-carboxylic acid lithium [Li].ClC=1C=CC(=C(C1)C1=CC(=CN=N1)NC1=CC=NC2=CC(=CC=C12)C(=O)O)F